N1=C(C=NC=C1)N1CCCC1 (3R)-1-(pyrazin-2-yl)pyrrolidin